pyran-2,4(3H,5H)-dione O1C(CC(CC1)=O)=O